COC(=O)C=1C=CC2=C(N(C(=N2)CN2CCNCC2)CC2=CN=CN2CC)C1 ((1-ethyl-1H-imidazol-5-yl)methyl)-2-(piperazin-1-ylmethyl)-1H-benzo[d]imidazole-6-carboxylic acid methyl ester